(7-(1-methyl-1H-pyrazol-4-yl)-6-(trifluoromethoxy)quinolin-4-yl)boronic acid CN1N=CC(=C1)C1=C(C=C2C(=CC=NC2=C1)B(O)O)OC(F)(F)F